1-methyl-3-(3-((2-((3-methyl-1-(1-methylpiperidin-4-yl)-1H-pyrazol-4-yl)amino)-5-(trifluoromethyl)pyrimidin-4-yl)amino)propyl)tetrahydropyrimidin-2(1H)-one CN1C(N(CCC1)CCCNC1=NC(=NC=C1C(F)(F)F)NC=1C(=NN(C1)C1CCN(CC1)C)C)=O